COC1=CC=C(CCCC#N)C=C1 p-methoxyphenethyl-acetonitrile